NC1=C(N2N(CCC2)C1=O)N 2,3-Diamino-6,7-dihydro-1H,5H-pyrazolo-[1,2-a]-pyrazol-1-on